NC1=NC=2C=C(C(=CC2C2=C1C=NN2C)C(=O)N(C2CC2)CC2=NC=C(C=C2F)Br)C 4-amino-N-((5-bromo-3-fluoropyridin-2-yl)methyl)-N-cyclopropyl-1,7-dimethyl-1H-pyrazolo[4,3-c]quinoline-8-carboxamide